(4S,5S,6R)-4,5-bis(benzyloxy)-6-((benzyloxy)methyl)dihydro-2H-pyran-3(4H)-one C(C1=CC=CC=C1)O[C@@H]1C(CO[C@@H]([C@@H]1OCC1=CC=CC=C1)COCC1=CC=CC=C1)=O